FC(CF)C=1C=C(OCCN2CCC3(CC2)C(NC2=CC=C(C=C23)C#N)=O)C=CC1S(=O)(=O)C 1'-{2-[3-(1,2-difluoroethyl)-4-methanesulfonyl-phenoxy]ethyl}-2-oxo-1,2-dihydrospiro[indole-3,4'-piperidine]-5-carbonitrile